(6S,8R)-6-(4-(((R)-1-Acryloylpyrrolidin-3-yl)oxy)-2,6-difluorophenyl)-8-methyl-7-(2,2,2-trifluoroethyl)-6,7,8,9-tetrahydrooxazolo[5,4-f]isoquinolin-2(3H)-one C(C=C)(=O)N1C[C@@H](CC1)OC1=CC(=C(C(=C1)F)[C@H]1N([C@@H](CC2=C3C(=CC=C12)NC(O3)=O)C)CC(F)(F)F)F